2-chloro-3-cyano-5,6-difluoropyridine ClC1=NC(=C(C=C1C#N)F)F